NCC1=NC(=NC=C1)N1CC(N(CC1)C(=O)OC(C)(C)C)(C)C tert-butyl 4-(4-(aminomethyl)pyrimidin-2-yl)-2,2-dimethylpiperazine-1-carboxylate